ClC=1C=C(C=CC1F)C(C=1NC(=C(N1)C)S(=O)(=O)C)OC1=CC=C(C=C1)OC 2-((3-chloro-4-fluorophenyl)(4-methoxyphenoxy)methyl)-4-methyl-5-(methylsulfonyl)-1H-imidazole